4,4-bis(p-hydroxyphenyl)pentanoic acid OC1=CC=C(C=C1)C(CCC(=O)O)(C)C1=CC=C(C=C1)O